Ethyl-malonyl-Coenzyme A C(C)C(C(=O)SCCNC(CCNC([C@@H](C(COP(OP(OC[C@@H]1[C@H]([C@H]([C@@H](O1)N1C=NC=2C(N)=NC=NC12)O)OP(=O)(O)O)(=O)O)(=O)O)(C)C)O)=O)=O)C(=O)O